N-(1-(4-chlorophenyl)-6-(6-(2-ethoxyethoxy)pyridin-3-yl)-1H-pyrazolo[3,4-d]pyrimidin-4-yl)-5-nitrothiophene-2-carboxamide ClC1=CC=C(C=C1)N1N=CC=2C1=NC(=NC2NC(=O)C=2SC(=CC2)[N+](=O)[O-])C=2C=NC(=CC2)OCCOCC